C(CCCCCCCCCCCCCCCCC)NC1=CC=CC=C1 N-stearylaniline